(3-fluoro-5-(4-methylpiperazin-1-yl)phenyl)-4-hydroxy-1-isobutyl-2-oxo-1,2-dihydroquinoline-3-carboxamide hydrochloride salt Cl.FC=1C=C(C=C(C1)N1CCN(CC1)C)C1=C2C(=C(C(N(C2=CC=C1)CC(C)C)=O)C(=O)N)O